C(#N)NC(=N)C1=NC=CC=C1 N-cyanopyridine-2-carboximidamide